COC=1C=C(C=CC1OC)C(CC(C(C)(C)C)=O)=O 1-(3,4-dimethoxyphenyl)-4,4-dimethyl-1,3-pentanedione